C1(=CC=CC2=CC=CC=C12)S(=O)(=O)[O-] α-naphthalenesulfonate